2-bromo-6,7-dihydropyrazolo[1,5-a]Pyrazine-5(4H)-carboxylic acid tert-butyl ester C(C)(C)(C)OC(=O)N1CC=2N(CC1)N=C(C2)Br